C(CCC\C=C/CCCC)CC(=O)OC[C@@H]1[C@H]([C@H]([C@@H](O1)N1C=NC=2C(NCC3=CC=CC=C3)=NC=NC12)O)O N6-benzyl-adenosine (Z)-5-decen-1-ylacetate